2-(chloromethyl)-5-(2-iodophenyl)-1,3,4-oxadiazole ClCC=1OC(=NN1)C1=C(C=CC=C1)I